NCCC(O)C1=CC(=CC=C1)OCC1CCCCC1 3-amino-1-(3-(cyclohexylmethoxy)phenyl)propan-1-ol